tert-butyl 4-(3-(2,4-dioxotetrahydropyrimidin-1(2H)-yl)imidazo[1,2-a]pyridin-7-yl)-3,6-dihydropyridine-1(2H)-carboxylate O=C1N(CCC(N1)=O)C1=CN=C2N1C=CC(=C2)C=2CCN(CC2)C(=O)OC(C)(C)C